FC(N1N=C(C=C1)C=1C(=C2C(=NC1)NC=C2)N[C@H]2CN(C[C@H](C2)C)C(CC#N)=O)F 3-((3R,5S)-3-((5-(1-(difluoromethyl)-1H-pyrazol-3-yl)-1H-pyrrolo[2,3-b]pyridin-4-yl)amino)-5-methylpiperidin-1-yl)-3-oxopropanenitrile